6-(2,2-difluoroethoxy)-1-methyl-4-[4-(5-methyl-1,3-benzoxazol-2-yl)piperidin-1-yl]-2-oxo-1,2-dihydroquinoline-3-carbonitrile FC(COC=1C=C2C(=C(C(N(C2=CC1)C)=O)C#N)N1CCC(CC1)C=1OC2=C(N1)C=C(C=C2)C)F